(R)-7-(((R)-1,4-dioxan-2-yl)methyl)-3-((3-chloro-2-methoxyphenyl)amino)-2-(3-fluoropyridin-4-yl)-1,5,6,7-tetrahydro-4H-pyrrolo[3,2-c]pyridin-4-one O1[C@@H](COCC1)C[C@H]1C2=C(C(NC1)=O)C(=C(N2)C2=C(C=NC=C2)F)NC2=C(C(=CC=C2)Cl)OC